1-((1-benzylpiperidin-4-yl)methyl)-N3-hydroxyisophthalamide C(C1=CC=CC=C1)N1CCC(CC1)CC1(C(=O)N)CC(C(=O)NO)=CC=C1